FC1=CC=C(C=C1)CCN1N=CC(=C1)CNC=1N=C2N([C@H](C(N3C2=C(N1)CCC3)=O)C)C (S)-2-(((1-(4-fluorophenylethyl)-1H-pyrazol-4-yl)methyl)amino)-4,5-dimethyl-4,5,9,10-tetrahydro-6H,8H-pyrido[3,2,1-de]pteridin-6-one